C[C@@]1([C@@H](O[C@@H]([C@H]1O)CO)N1C(=S)NC(=O)C=C1)O 2'-C-methyl-2-thiouridine